OC(=O)C(F)(F)F.FC=1C=C(C=C(C1)F)[C@H]1NOCC1 (S)-3-(3,5-difluorophenyl)isoxazolidine TFA salt